N-(2-methylpyrazolo[1,5-a]pyridin-5-yl)pyrimidine-5-carboxamide formate C(=O)O.CC1=NN2C(C=C(C=C2)NC(=O)C=2C=NC=NC2)=C1